O=C1C[C@H](CN1)OC(=O)N1CCN(CC1)C1=NC=2N(C=C1)N=CC2C=2C(=NC=CC2)OC2CC2.C(C=C)[Si](OC)(OC)C(C)C 2-propenyl-isopropyldimethoxysilane [(3R)-5-oxopyrrolidin-3-yl]4-[3-[2-(cyclopropoxy)-3-pyridyl]pyrazolo-[1,5-a]pyrimidin-5-yl]piperazine-1-carboxylate